N1C(=CC=C1)[C@@H]1CN(CCC1)[C@H](C(=O)NC1=NC=C(C=C1)Cl)C (S)-2-((S)-3-(1H-pyrrol-2-yl)piperidin-1-yl)-N-(5-chloropyridin-2-yl)propanamide